C(C)(C)(C)C1=NOC(=N1)C(=O)N[C@H](C)C1=C(C=C(C=C1)B1OC(C(O1)(C)C)(C)C)C(F)(F)F (R)-3-(tert-butyl)-N-(1-(2-trifluoromethyl-4-(4,4,5,5-tetramethyl-1,3,2-dioxaborolan-2-yl)phenyl)ethyl)-1,2,4-oxadiazole-5-carboxamide